ClC1=CC=C(C=C1)C=1NC(=CC1C#N)C(F)(F)F 2-(p-chlorophenyl)-5-(trifluoromethyl)pyrrole-3-carbonitrile